N,N-dipentylmethylamine C(CCCC)N(CCCCC)C